4,6-dichloropyridazine-3-carboxylic acid chloride ClC1=C(N=NC(=C1)Cl)C(=O)Cl